N1-(1H-pyrrolo[3,2-c]pyridin-3-yl)-N2-(4-(trifluoromethyl)-phenethyl)-oxalamide N1C=C(C=2C=NC=CC21)NC(C(=O)NCCC2=CC=C(C=C2)C(F)(F)F)=O